OC(CC(=O)O)C(C)O.BrC=1C=C2CN(C(C2=CC1)=O)CC1=CC=C(C=C1)O 5-bromo-2-(4-hydroxybenzyl)isoindolin-1-one 3,4-Dihydroxypentanoate